6-(((3-(2-(Dimethylamino)-ethyl)-5-methoxy-1H-indole-1-carbonyl)oxy)methoxy)-6-oxohexanoic acid CN(CCC1=CN(C2=CC=C(C=C12)OC)C(=O)OCOC(CCCCC(=O)O)=O)C